C(C)S(=O)(=O)C=1C(=NC(=C(C1)C(F)(F)F)C1=CC=C(C=C1)C(F)(F)F)C1=NC2=C(C=NC(=C2)C(F)(F)F)N1C 2-[3-ethylsulfonyl-5-(trifluoromethyl)-6-[4-(trifluoromethyl)phenyl]-2-pyridyl]-3-Methyl-6-(trifluoromethyl)imidazo[4,5-c]Pyridine